C(CCC)C1(OC(C2=C(O1)C(=C(C=C2CCCCC)O)C2C=C(CCC2C(=C)C)C)=O)CC(C)=O 2-butyl-7-hydroxy-8-(3-methyl-6-(prop-1-en-2-yl)cyclohex-2-en-1-yl)-2-(2-oxopropyl)-5-pentyl-4H-benzo[d][1,3]dioxin-4-one